C(C)(C)(C)OC(=O)N1[C@@H]([C@H](CC1)C(=O)N(C)[C@H](C(=O)O)C(C)C)COS(=O)(=O)C1=CC=C(C=C1)C (2S)-2-{1-[(2S,3S)-1-(tert-butoxycarbonyl)-2-{[(4-methylbenzenesulfonyl)oxy]methyl}pyrrolidin-3-yl]-N-methylformamido}-3-methylbutanoic acid